3-fluoro-1H-pyrrole-2-carbohydrazide FC1=C(NC=C1)C(=O)NN